4-[(1S)-1-[[3-[Methyl(2-phenoxyethyl)amino]tetrahydropyran-3-carbonyl]amino]ethyl]benzoic acid CN(C1(COCCC1)C(=O)N[C@@H](C)C1=CC=C(C(=O)O)C=C1)CCOC1=CC=CC=C1